C(C)(=O)N1CCN(CC1)C(=O)C1=CC=C(CN2C(C(=C(C=C2C)OCC2=C(C=C(C=C2)F)F)Br)=O)C=C1 1-{4-[(4-acetylpiperazin-1-yl)carbonyl]benzyl}-3-bromo-4-[(2,4-difluorobenzyl)oxy]-6-methylpyridin-2(1H)-one